CC1(CCC1)C(=O)N1CCN(CC1)C(=O)OC(C)(C)C tert-butyl 4-(1-methylcyclobutanecarbonyl)piperazine-1-carboxylate